2-methoxy-2-(2-methoxypyridin-4-yl)propan-1-amine COC(CN)(C)C1=CC(=NC=C1)OC